(4-chlorophenyl)-4-hydroxy-4-phenylpyrrolidine-1,2-dicarboxamide ClC1=CC=C(C=C1)C1(N(CC(C1)(C1=CC=CC=C1)O)C(=O)N)C(=O)N